CC1(CC1)C=1N=NNC1 4-(1-methylcyclopropyl)-1H-1,2,3-triazol